(1S,3R)-3-[[1-[2-[(4-methoxyphenyl)methoxy]-4-(trifluoromethyl)phenyl]pyrido[3,4-d]pyridazin-4-yl]amino]-1-methyl-cyclohexanol COC1=CC=C(C=C1)COC1=C(C=CC(=C1)C(F)(F)F)C1=C2C(=C(N=N1)N[C@H]1C[C@](CCC1)(O)C)C=NC=C2